NC=1C=C(C=CC1OC(F)(F)F)N1CC(N(CC1)C)CC#N 2-(4-(3-amino-4-(trifluoromethoxy)phenyl)-1-methylpiperazin-2-yl)acetonitrile